N-[4-(aminomethyl)cyclohexyl]-2,2,2-trifluoro-ethanesulfonamide NCC1CCC(CC1)NS(=O)(=O)CC(F)(F)F